The molecule is a furancarboxylate that is the conjugate base of 5-(dihydroxymethyl)-2-furoic acid, obtained by deprotonation of the carboxy group; major species at pH 7.3. It is a conjugate base of a 5-(dihydroxymethyl)-2-furoic acid. C1=C(OC(=C1)C(=O)[O-])C(O)O